CC(C)(C)[Si](O[Si](C)(C)C)(C)C 1-(1,1-dimethylethyl)-1,1,3,3,3-pentamethyldisiloxane